1-dodecyl mercaptan C(CCCCCCCCCCC)S